C(C)OC1=C(C(C(=O)[O-])=CC=C1)C(=O)ON1C(C(=CC2=CC(=CC=C12)N)OCC(NC)=O)=O 2-[6-amino-3-[(methylcarbamoyl) methoxy]-2-oxoquinolin-1-yl] ethoxyphthalate